4H-benzo[d][1,3,2]dioxaphospholane O1POC2C1=CC=CC2